OC1=C(C=C(C=C1)O)C(C)N 1-(2,5-dihydroxyphenyl)ethanamin